ClC1=C(C=C2C(=CC=NC2=C1)C(=O)OC)N1CCOCC1 methyl 7-chloro-6-morpholinoquinoline-4-carboxylate